FC=1C(=C(C=C(C1)F)B(O)O)O (3,5-difluoro-2-hydroxyphenyl)boronic acid